3-[6-(2-chloro-4-fluoro-5-methoxy-phenyl)-3-(2,6-naphthyridin-4-yl)-2,4-dioxo-thieno[3,2-d]pyrimidin-1-yl]propionitrile ClC1=C(C=C(C(=C1)F)OC)C1=CC=2N(C(N(C(C2S1)=O)C1=CN=CC2=CC=NC=C12)=O)CCC#N